CC=1C(=C(C=NNC(C(CC)NC2=CC(=CC=C2)F)=O)C=CC1)O N'-(3-methyl-2-hydroxybenzylidene)-2-((3-fluorophenyl)amino)butanoyl-hydrazine